di(trimethylsilylpropyl) maleate C(\C=C/C(=O)OCCC[Si](C)(C)C)(=O)OCCC[Si](C)(C)C